C1(CCCC1)N1C(C(=CC2=C1N=C(N=C2)NC=2C=C1C(=NNC1=CC2)C2CCNCC2)C#N)=O 8-cyclopentyl-7-oxo-2-((3-(piperidin-4-yl)-1H-indazol-5-yl)amino)-7,8-dihydropyrido[2,3-d]pyrimidine-6-carbonitrile